(S)-N-(5-(2-(2-aminopyridin-3-yl)-7-chloro-5-(1H-pyrazol-1-yl)-3H-imidazo[4,5-b]pyridin-3-yl)-2,3-dihydro-1H-inden-1-yl)-3-formyl-4-hydroxybenzamide NC1=NC=CC=C1C1=NC=2C(=NC(=CC2Cl)N2N=CC=C2)N1C=1C=C2CC[C@@H](C2=CC1)NC(C1=CC(=C(C=C1)O)C=O)=O